CN1C2=CC=CC=C2N(C=2C=CC=CC12)C=1C(=C(C(=C(C1N1C=2C=CC=CC2N(C2=CC=CC=C12)C)C=1OC2=C(N1)C=CC=C2)C2=CC=CC=C2)C2=CC=CC=C2)C=2OC1=C(N2)C=CC=C1 2,2'-(4',5'-bis(10-methylphenazin-5(10H)-yl)-[1,1':2',1''-terphenyl]-3',6'-diyl)bis(benzo[d]oxazole)